N-(4-(4-(1,1-dioxidothiomorpholino)-7H-pyrrolo[2,3-d]pyrimidin-6-yl)phenyl)-4-hydroxypiperidine-4-carboxamide O=S1(CCN(CC1)C=1C2=C(N=CN1)NC(=C2)C2=CC=C(C=C2)NC(=O)C2(CCNCC2)O)=O